NC(C(=O)O)CCCCNC(=O)OCC1=CC=CC=C1 2-amino-6-{[(benzyloxy)carbonyl]amino}hexanoic acid